C(CCCCCCCCCC)C=1OCCCN1 2-undecyl-4,5-dihydro-1,3-oxazine